({6-[(1,3-benzothiazol-2-yl)amino]-5-methylpyridazin-3-yl}(methyl)amino)-5-(1-methylpiperidin-4-yl)-1,3-thiazole-4-carboxylic acid S1C(=NC2=C1C=CC=C2)NC2=C(C=C(N=N2)N(C)C=2SC(=C(N2)C(=O)O)C2CCN(CC2)C)C